C1CCCOO1 Butylyl peroxide